N-((2,6-dihydroxy-5'-methyl-4-pentyl-2'-(prop-1-en-2-yl)-1',2',3',4'-tetrahydro-[1,1'-biphenyl]-3-yl)sulfonyl)-2-(oxazol-2-yl)acetamide OC1=C(C(=CC(=C1S(=O)(=O)NC(CC=1OC=CN1)=O)CCCCC)O)C1C(CCC(=C1)C)C(=C)C